1-AMINO-2-METHYL-2,3-DIHYDROINDOLE NN1C(CC2=CC=CC=C12)C